(4-(4-(trifluoromethyl)phenyl)-4,5,6,7-tetrahydropyrazolo[1,5-a]pyrimidin-6-yl)methyl methanesulfonate CS(=O)(=O)OCC1CN(C=2N(C1)N=CC2)C2=CC=C(C=C2)C(F)(F)F